C(#N)C1=NC=CC(=N1)C1(CC1)C1CCN(CC1)C(=O)OC(C)(C)C tert-Butyl 4-(1-(2-cyanopyrimidin-4-yl)cyclopropyl)piperidine-1-carboxylate